BrC1=C(C=CC=C1)S(=O)(=O)O.[N+](=O)([O-])C1=CC=C(C=C1)CCCN 4-nitrophenylpropylamine bromobenzenesulfonate